(R)-N-(2-fluoro-3-hydroxy-3-methylbutyl)-4-(isopropylamino)-7-(thiazol-5-yl)-5H-pyrido[3,2-b]indole-3-carboxamide F[C@H](CNC(=O)C1=C(C=2NC=3C=C(C=CC3C2N=C1)C1=CN=CS1)NC(C)C)C(C)(C)O